NC1=NC=C(C2=C1C(=C(N2C)C2=CC=C(C=C2)NC(C(=C)F)=O)C2=CC(=C(C(=O)NCC(F)(F)F)C=C2)OC)C#CCN(C)C 4-(4-amino-7-(3-(dimethylamino)prop-1-yn-1-yl)-2-(4-(2-fluoroacryloylamino)phenyl)-1-methyl-1H-pyrrolo[3,2-c]pyridin-3-yl)-2-methoxy-N-(2,2,2-trifluoroethyl)benzamide